FC(C=1C=CC=2N(N1)C=CN2)(F)F 6-(trifluoromethyl)imidazo[1,2-b]pyridazine